N-(5-((2-oxaspiro(3.3)heptan-5-yl)oxy)-1,3,4-thiadiazol-2-yl)-2'-chloro-5'-methoxy-6-methyl-(4,4'-bipyridine)-3-carboxamide C1OCC12C(CC2)OC2=NN=C(S2)NC(=O)C=2C=NC(=CC2C2=CC(=NC=C2OC)Cl)C